FC(OC1=CC=C(C=C1)C1=CC=C(S1)C=O)(F)F 5-(4-(trifluoromethoxy)phenyl)thiophene-2-carbaldehyde